1-(6-bromo-pyrazin-2-yl)pyrrolidin-2-one BrC1=CN=CC(=N1)N1C(CCC1)=O